ClC1=CC(=CC2=C1N(C(=N2)C=2N(C1=CC=CC=C1C2)CC2CC2)CC2CN(C2)CC2=CC=NC=C2)C(=O)O 7-chloro-2-(1-(cyclopropylmethyl)-1H-indol-2-yl)-1-((1-isonicotinylazetidin-3-yl)methyl)-1H-benzo[d]imidazole-5-carboxylic acid